(S)-N-(5-(3,5-dimethylisoxazol-4-yl)-2-(piperidin-4-ylamino)phenyl)-6-oxopiperidine-2-carboxamide CC1=NOC(=C1C=1C=CC(=C(C1)NC(=O)[C@H]1NC(CCC1)=O)NC1CCNCC1)C